2-(isothiazol-4-yl)-6-methyl-N-(3-(4-(trifluoromethoxy)phenyl)propyl)thieno[2,3-d]pyrimidin-4-amine S1N=CC(=C1)C=1N=C(C2=C(N1)SC(=C2)C)NCCCC2=CC=C(C=C2)OC(F)(F)F